ethyl 5-[2-[3-(5-chloro-2-methoxypyridine-3-sulfonamido)-2,6-difluorophenyl]ethyl]-1-[(4-methoxyphenyl)methyl]pyrazole-3-carboxylate ClC=1C=C(C(=NC1)OC)S(=O)(=O)NC=1C(=C(C(=CC1)F)CCC1=CC(=NN1CC1=CC=C(C=C1)OC)C(=O)OCC)F